1-(2-((2S,4R)-2-((6-bromopyridin-2-yl)carbamoyl)-4-fluoropyrrolidin-1-yl)-2-oxoethyl)-5-(2-methylpyrimidin-5-yl)-N-(methylsulfonyl)-1H-indazole-3-carboxamide BrC1=CC=CC(=N1)NC(=O)[C@H]1N(C[C@@H](C1)F)C(CN1N=C(C2=CC(=CC=C12)C=1C=NC(=NC1)C)C(=O)NS(=O)(=O)C)=O